COC(C(C)OCCOCC=O)=O 2-(2-(2-oxoethoxy)ethoxy)propionic acid methyl ester